3-methoxy-1-methyl-N-((3-methyl-2-(tetrahydro-2H-pyran-4-yl)-1H-indol-5-yl)methyl)-1H-pyrazole-5-carboxamide COC1=NN(C(=C1)C(=O)NCC=1C=C2C(=C(NC2=CC1)C1CCOCC1)C)C